OC(C)C1=CC=CC(=N1)C(C)O 1-(6-(1-hydroxy-ethyl)-pyridine-2-yl)-ethanol